5-(3-cyanophenyl)-1H-pyrazol-3-amine C(#N)C=1C=C(C=CC1)C1=CC(=NN1)N